ClC1=CC=C(C=C1)C(N1C[C@@H](N(C[C@H]1C)C1=CC(N(C=2C=CC(=NC12)C#N)C)=O)C)C1=CC=C(C=2CC(OC21)(C)C)F 8-((2s,5r)-4-((4-chlorophenyl)(4-fluoro-2,2-dimethyl-2,3-dihydrobenzofuran-7-yl)methyl)-2,5-dimethylpiperazin-1-yl)-5-methyl-6-oxo-5,6-dihydro-1,5-naphthyridine-2-carbonitrile